C(C)OC(C[C@@H](C1=CC(=CC(=C1)C)Br)N([C@H](C)C1=CC=CC=C1)CC1=CC=CC=C1)=O (S)-3-(benzyl-((R)-1-phenylethyl)amino)-3-(3-bromo-5-methylphenyl)propanoic acid ethyl ester